3-[(4-(2-carbazolylethoxy)phenyl)]Propionic acid C1(=CC=CC=2C3=CC=CC=C3NC12)CCOC1=CC=C(C=C1)CCC(=O)O